3-(2-(trifluoromethyl)piperidine-1-carbonyl)benzamide FC(C1N(CCCC1)C(=O)C=1C=C(C(=O)N)C=CC1)(F)F